N,N'-(2,2'-dimethyl-[1,1'-biphenyl]-3,3'-diyl)bis(4-methoxy-5-vinyl-picolinamide) CC1=C(C=CC=C1NC(C1=NC=C(C(=C1)OC)C=C)=O)C1=C(C(=CC=C1)NC(C1=NC=C(C(=C1)OC)C=C)=O)C